C(=C)C1=CC=C(C=C1)C1=CC(=CC(=C1)C1=CC=C(C=C1)C=C)C1=CC=C(C=C1)C=C 1,3,5-tri(p-vinylphenyl)benzene